N-(1,2-Dimethylpiperidin-4-yl)-N-methyl-5-[6-(1H-pyrazol-4-yl)pyridin-3-yl][1,3]thiazolo[5,4-d][1,3]thiazol-2-amin CN1C(CC(CC1)N(C=1SC=2N=C(SC2N1)C=1C=NC(=CC1)C=1C=NNC1)C)C